2-((3,5-dicyano-4-cyclopropyl-6-(3,5-dimethylpiperazin-1-yl)pyridin-2-yl)thio)-2-phenylacetamide C(#N)C=1C(=NC(=C(C1C1CC1)C#N)N1CC(NC(C1)C)C)SC(C(=O)N)C1=CC=CC=C1